CN1N=C(C=C1)C1=COC=2C1=NC=C(C2)C2=CC=C(C=C2)N2CCN(CC2)C(=O)OC(C)(C)C tert-butyl 4-(4-(3-(1-methyl-1H-pyrazol-3-yl)furo[3,2-b]pyridin-6-yl)phenyl)piperazine-1-carboxylate